FC(CCN1CC(C1)=CC1=CC=C(C=C1)C1=C(CCCC2=C1C=CC=C2)C2=C(C(=CC=C2)C(F)(F)F)C)F 9-(4-((1-(3,3-Difluoropropyl)azetidin-3-yliden)methyl)phenyl)-8-(2-methyl-3-(trifluoromethyl)phenyl)-6,7-dihydro-5H-benzo[7]annulen